CC1CCCC2C(CCCC12)C 1,5-dimethyldecalin